5-bromo-N,6-dimethoxy-N-methylnicotinamide BrC=1C(=NC=C(C(=O)N(C)OC)C1)OC